1-[(3-cyano-1-methylindol-5-yl)amino]methanamide C(#N)C1=CN(C2=CC=C(C=C12)NC(=O)N)C